[CH-]=CN=[N-].[Zn+2] zinc triazole